(4aS,13aR)-N-[(2,4-difluorophenyl)methyl]-9,11-dioxo-10-[(phenylmethyl)oxy]-2,3,4a,5,9,11,13,13a-octahydro-1H-pyrido[1,2-a]pyrrolo[1',2':3,4]imidazo[1,2-d]pyrazine-8-carboxamide FC1=C(C=CC(=C1)F)CNC(=O)C=1C(C(=C2N(C[C@@H]3N(C2=O)C[C@@H]2N3CCC2)C1)OCC1=CC=CC=C1)=O